FC1=CC=C(C=C1)C1(CCN(CC1)C1=NC(=CN=C1)C1=C(C=CC=C1)C(F)(F)F)O 4-(4-fluorophenyl)-1-(6-(2-(trifluoromethyl)phenyl)pyrazin-2-yl)piperidin-4-ol